CC1=CC=CC(=N1)C1=NC=CC(=N1)NC1=NC(=NC=C1)NC=1C=C(SC1)C(=O)OC methyl 4-((4-((2-(6-methylpyridin-2-yl)pyrimidin-4-yl)amino)pyrimidin-2-yl)amino)thiophene-2-carboxylate